2-{[(4-methoxybenzyl)(1-methylethyl)amino]methyl}-6-(5-methyl-1H-pyrazol-4-yl)thieno[3,2-d]pyrimidin-4(3H)-one COC1=CC=C(CN(C(C)C)CC=2NC(C3=C(N2)C=C(S3)C=3C=NNC3C)=O)C=C1